N-(2-(1-(6-(2-hydroxyethoxy)-7-methoxyquinolin-4-yl)piperidin-4-yl)propyl)sulfamide formate C(=O)O.OCCOC=1C=C2C(=CC=NC2=CC1OC)N1CCC(CC1)C(CNS(=O)(=O)N)C